N-(5-(4-methyl-1-(tetrahydro-2H-pyran-2-yl)-1H-pyrazol-5-yl)-8-(methylamino)-2,7-naphthyridin-3-yl)cyclopropanecarboxamide Methyl-5-amino-2-[6-(1,1-difluoroethyl)-pyridin-3-yl]benzoate COC(C1=C(C=CC(=C1)N)C=1C=NC(=CC1)C(C)(F)F)=O.CC=1C=NN(C1C1=C2C=C(N=CC2=C(N=C1)NC)NC(=O)C1CC1)C1OCCCC1